2-(7-hydroxy-6-methoxy-4-methyl-2-oxo-2H-chromen-3-yl)-N-(5-methoxypyridin-2-yl)acetamide OC1=C(C=C2C(=C(C(OC2=C1)=O)CC(=O)NC1=NC=C(C=C1)OC)C)OC